C(C)(C)S(=O)(=O)C1=CC=C(CNC(=O)C=2C(N(C(=C(C2)C=2OC(=NN2)C)C)C2=CC(=CC=C2)C(F)(F)F)=O)C=C1 N-[4-(isopropylsulfonyl)benzyl]-6-methyl-5-(5-methyl-1,3,4-oxadiazol-2-yl)-2-oxo-1-[3-(trifluoromethyl)phenyl]-1,2-dihydropyridine-3-carboxamide